N-benzyl-2-fluoro-5-[8-(morpholin-4-yl)-1,5-naphthyridin-2-yl]benzene-1-sulfonamide C(C1=CC=CC=C1)NS(=O)(=O)C1=C(C=CC(=C1)C1=NC2=C(C=CN=C2C=C1)N1CCOCC1)F